4-(indolin-1-yl)-5-bromothiophene-2-carboxylic acid methyl ester COC(=O)C=1SC(=C(C1)N1CCC2=CC=CC=C12)Br